[Si](C)(C)(C(C)(C)C)O[C@H]1[C@H](CCC1)COC1=NN=C(S1)N |r| rac-5-(((1R,2R)-2-((tert-butyldimethylsilyl)oxy)cyclopentyl)methoxy)-1,3,4-thiadiazol-2-amine